O=C(C(=O)O)NCC1(CC1)C1=CC=CC=C1 2-oxo-2-(((1-phenylcyclopropyl)methyl)amino)acetic acid